FC(C(CNCCNC(OC(C)(C)C)=O)(C)C)(F)F tert-Butyl N-[2-[(3,3,3-trifluoro-2,2-dimethylpropyl)amino]ethyl]carbamate